Isopropylmaleic acid C(C)(C)/C(/C(=O)O)=C/C(=O)O